2-(4-Methyl-1-(pent-4-en-1-yl)-2,3-dihydro-1H-inden-1-yl)malononitrile CC1=C2CCC(C2=CC=C1)(CCCC=C)C(C#N)C#N